4-(2-(methacryloyloxy)ethoxy)-4-oxobutanoic acid C(C(=C)C)(=O)OCCOC(CCC(=O)O)=O